3,6-dibromo-alpha-(1-piperazinylmethyl)-9H-carbazole-9-ethanol dihydrochloride C1CN(CCN1)CC(CN2C3=C(C=C(C=C3)Br)C4=C2C=CC(=C4)Br)O